2-(4-ethyl-6-methylpyrazolo[1,5-a]pyrazin-2-yl)-7-[1-(3-fluoropropyl)piperidin-4-yl]-4H-pyrido[1,2-a]pyrimidin-4-one C(C)C=1C=2N(C=C(N1)C)N=C(C2)C=2N=C1N(C(C2)=O)C=C(C=C1)C1CCN(CC1)CCCF